CC1=C(C=CC(=C1)C)C1=NC(=NC(=N1)C1=C(C=C(C=C1)C)C)C1=C(C=C(C=C1)OCCCCCCCC)O 2-(4,6-bis(2,4-dimethylphenyl)-1,3,5-triazin-2-yl)-5-octoxyphenol